NCC1CC(CC1)NC1=CC=C(C=C1)C(C)(C)C N-(3-(aminomethyl)cyclopentyl)-4-(tert-butyl)aniline